CC(C(=O)NC1=CC=C(C=C1)C1=NC(=CN=C1)C(F)(F)F)(C)C=1N=C(SC1)NS(=O)(=O)CC(C)C 2-methyl-2-(2-((2-methylpropyl)sulfonamido)thiazol-4-yl)-N-(4-(6-(trifluoromethyl)pyrazin-2-yl)phenyl)propanamide